(trifluoromethyl)-1-butene FC(F)(F)C=CCC